C(C)O[Si](C=1C2CCC(C1)(C2)C(C)=S)(OCC)OCC 2-triethoxysilyl-4-thioacetylnorbornene